C1(CCCC2=CC=CC=C12)=O racemic-tetralone